(R)-N-(5-chloro-6-(2H-1,2,3-triazol-2-yl)pyridin-3-yl)-2-cyano-8,8-dimethyl-7,8-dihydro-6H-cyclopenta[e]pyrazolo[1,5-a]pyrimidine-6-carboxamide ClC=1C=C(C=NC1N1N=CC=N1)NC(=O)[C@@H]1CC(C2=C1C=NC=1N2N=C(C1)C#N)(C)C